BrC1=C(C2=C(N=CS2)C=C1)C 6-bromo-7-methylbenzo[d]thiazole